C1(=CC=C(C=C1)C=1C=C(C(=CC1I)C1=CC=C(C=C1)C1=CC=CC=C1)C=1C(=CC(=C(C1)C1=CC=C(C=C1)C1=CC=CC=C1)I)C1=CC=C(C=C1)C1=CC=CC=C1)C1=CC=CC=C1 4'',5'''-di([1,1'-biphenyl]-4-yl)-4''',5''-diiodo-1,1':4',1'':2'',1''':2''',1'''':4'''',1'''''-sexiphenyl